C1(CC1)N1C(=NC2=C1C=C(C=C2F)C2=CC=C(C=C2)CN2CC1(C2)CN(C1)CC(C)C)C1=CC=C(C=C1)S(=O)(=O)C cyclopropyl-4-fluoro-6-(4-((6-isobutyl-2,6-diazaspiro[3.3]heptan-2-yl)methyl)phenyl)-2-(4-(methylsulfonyl)phenyl)-1H-benzo[d]imidazole